4-[[(1S,2S)-6-Chloro-2-(dimethyl-amino)-4-(trifluoromethyl)-2,3-dihydro-1H-inden-1-yl]oxy]benzene ClC1=CC(=C2C[C@@H]([C@H](C2=C1)OC1=CC=CC=C1)N(C)C)C(F)(F)F